C(CCCCCCC\C=C/CCCCCCCC)(=O)[O-].[Na+].C(CCCCCCCCCCC)N Dodecyl-amine sodium oleate